C(C1CCCO1)OC(=O)CCN 2-(tetrahydrofurfuryloxycarbonyl)ethylamine